N-[3-(4-amino-7-methyl-7H-pyrrolo[2,3-d]pyrimidin-5-yl)-2-fluoro-phenyl]-3-cyano-4-methoxy-benzenesulfonamide NC=1C2=C(N=CN1)N(C=C2C=2C(=C(C=CC2)NS(=O)(=O)C2=CC(=C(C=C2)OC)C#N)F)C